OC(C)(C)C1=CC=C(C=N1)C=1N=C2C(=NC1)NC(CN2CC2=CC(=CC=C2)C(F)(F)F)=O 6-(6-(2-hydroxypropan-2-yl)pyridin-3-yl)-4-(3-(trifluoromethyl)benzyl)-3,4-dihydropyrazino[2,3-b]pyrazin-2(1H)-one